4-chloro-4'-fluoro-6-hydroxy-biphenyl-3-carbonitrile ClC1=C(C=C(C(=C1)O)C1=CC=C(C=C1)F)C#N